tert-Butyl (3-methyl-4-oxo-3,4-dihydroquinazolin-7-yl)carbamate CN1C=NC2=CC(=CC=C2C1=O)NC(OC(C)(C)C)=O